C1=CC=CC=2C3=CC=CC=C3C(C12)COC(=O)N1C(C(CC1)CC1=CC=C(C=C1)Cl)C(=O)O (((9H-fluoren-9-yl)methoxy)carbonyl)-3-(4-chlorobenzyl)pyrrolidine-2-carboxylic acid